2'-amino-4-bromobenzophenone NC1=C(C=CC=C1)C(C1=CC=C(C=C1)Br)=O